CN(C1CCC=CCCC1)C N,N-dimethyl-4-cyclooctene-1-amine